methyl 1-[(2-isopropylisoindolin-5-yl)methyl]triazole-4-carboxylate C(C)(C)N1CC2=CC=C(C=C2C1)CN1N=NC(=C1)C(=O)OC